Cl.COCN methoxymethylamine hydrochloride